E-xylulose OCC(=O)[C@@H](O)[C@H](O)CO